(1aR,5aR)-2-(tetrahydro-thiopyran-4-yl)-1a,2,5,5a-tetrahydro-1H-2,3-diaza-cyclopropa[a]pentalene-4-carboxylic acid (2-hydroxy-1,1-dimethyl-ethyl)-amide OCC(C)(C)NC(=O)C=1C=2C[C@@H]3[C@H](C2N(N1)C1CCSCC1)C3